O.O.S(=O)(=O)(O)C1=CC=C(C=C1)P(C1=CC=CC=C1)C1=CC=C(C=C1)S(=O)(=O)O.[K] potassium bis(p-sulfophenyl)phenylphosphine dihydrate